N-(2-methyl-1-((3-methylpyridin-2-yl)oxy)propan-2-yl)-2-(pyrrolidin-2-yl)acetamide HCl salt Cl.CC(COC1=NC=CC=C1C)(C)NC(CC1NCCC1)=O